N-(4-chloro-2-(6-hydroxypyrimidin-4-yl)phenyl)-2,2,2-trifluoroacetamide ClC1=CC(=C(C=C1)NC(C(F)(F)F)=O)C1=NC=NC(=C1)O